2-methyl-1,4-phenylene bis(3,5-bis(4-(anthracen-9-yloxy) butoxy)benzoate) C1=CC=CC2=CC3=CC=CC=C3C(=C12)OCCCCOC=1C=C(C(=O)OC2=C(C=C(C=C2)OC(C2=CC(=CC(=C2)OCCCCOC=2C3=CC=CC=C3C=C3C=CC=CC23)OCCCCOC=2C3=CC=CC=C3C=C3C=CC=CC23)=O)C)C=C(C1)OCCCCOC=1C2=CC=CC=C2C=C2C=CC=CC12